FC1=C(N)C=CC=C1 2-fluoroaniline